BrC=1C(=C(C=CC1F)N1C[C@](CC1)(C(=O)OC)NC(=O)OC(C)(C)C)C=O methyl (R)-1-(3-bromo-4-fluoro-2-formylphenyl)-3-((tert-butoxycarbonyl)amino)pyrrolidine-3-carboxylate